CN1CCN(CC1)C1=CC=C(CCNC(OC(C)(C)C)=O)C=C1 tert-Butyl 4-(4-methylpiperazin-1-yl)phenethylcarbamate